[Na].C(CCCCCCCCCCCCCCC)[SiH]([SiH2][SiH2][SiH3])O hexadecyltetrasilanol sodium